methyl 7-[dimethyl(oxo)-λ5-phosphoranyl]-3-(2-{[(1S,3S)-3-[(2,2-dimethyl-4-oxo-5-aza-3-oxadeca-9-yl)amino]cyclopentyl]amino}-5-(trifluoromethyl)pyrimidin-4-yl)-1H-indole-6-carboxylate CP(C=1C(=CC=C2C(=CNC12)C1=NC(=NC=C1C(F)(F)F)N[C@@H]1C[C@H](CC1)NC(CCCNC(OC(C)(C)C)=O)C)C(=O)OC)(=O)C